((1S,3S)-3-aminocyclopentyl)carbamic acid tertButyl ester C(C)(C)(C)OC(N[C@@H]1C[C@H](CC1)N)=O